C1CC12CC(C2)C(=O)ON2C(C1=C(C(=C(C(=C1C2=O)Cl)Cl)Cl)Cl)=O (4,5,6,7-tetrachloro-1,3-dioxo-isoindolin-2-yl) spiro[2.3]hexane-5-carboxylate